C(C)(C)(C)OC(=O)N1CC=2C(CC1)=NNC2C(N(C)CC(=C)CO)=O.COC(COC2=CC(=CC=C2)C(F)(F)F)OC 1-(2,2-dimethoxyethoxy)-3-(trifluoromethyl)benzene tert-Butyl-3-((2-(hydroxymethyl)allyl)(methyl)carbamoyl)-6,7-dihydro-2H-pyrazolo[4,3-c]pyridine-5(4H)-carboxylate